NC12[C@H](CC(CC1)(CC2)NC(COC2=CC(=C1C=NNC1=C2)F)=O)O (S)-N-(4-amino-3-hydroxybicyclo[2.2.2]octan-1-yl)-2-((4-fluoro-1H-indazol-6-yl)oxy)acetamide